2-(2,6-Dioxopiperidin-3-yl)-4-(((2-(piperidin-4-yl)oxazol-5-yl)methyl)amino)isoindoline-1,3-dione hydrochloride Cl.O=C1NC(CCC1N1C(C2=CC=CC(=C2C1=O)NCC1=CN=C(O1)C1CCNCC1)=O)=O